C1(=CC=CC=C1)C=C(C)NC(C)=O N-[1-phenylprop-1-en-2-yl]acetamide